N(=[N+]=[N-])CC1=CC(=C(N=N1)Cl)C(=O)OC methyl 6-(azidomethyl)-3-chloro-pyridazine-4-carboxylate